ClC(COC=1C=C(C[C@H](N)C(=O)O)C=CC1)CCl 3-(2,3-dichloropropoxy)-phenylalanine